C(C)OC(=O)C1C2C=CC(C1N1C=C(C3=C1N=C(N=C3)C3=NN(C1=NC=C(C=C13)Cl)C(C1=CC=CC=C1)(C1=CC=CC=C1)C1=CC=CC=C1)F)CC2 3-(2-(5-chloro-1-trityl-1H-pyrazolo[3,4-b]pyridin-3-yl)-5-fluoro-7H-pyrrolo[2,3-d]pyrimidin-7-yl)bicyclo[2.2.2]oct-5-ene-2-carboxylic acid ethyl ester